O1CC(CC1)CN1CC(CCC1)C1=CC(=C(C=C1)C1=CC=CC=C1)C(F)(F)F 1-((tetrahydrofuran-3-yl)methyl)-3-(2-(trifluoromethyl)-[1,1'-biphenyl]-4-yl)piperidine